BrC1=CC=CC=2SC(=CC21)C#CCN(C(OC(C)(C)C)=O)C2=C(C=C(C=C2)S(=O)(=O)C)OC tert-butyl (3-(4-bromobenzo[b]thiophen-2-yl)prop-2-yn-1-yl)(2-methoxy-4-(methylsulfonyl)phenyl)carbamate